(2s)-3-Amino-1,1,1-trifluoropropan-2-ol NC[C@@H](C(F)(F)F)O